C12CN(CC(CC1)N2)C=2C1=C(N=C(N2)OC[C@H]2N(CCC2)C)CN(CC1)C1=CC=CC2=CC=CC(=C12)Cl 4-(3,8-diazabicyclo[3.2.1]octan-3-yl)-7-(8-chloronaphthalen-1-yl)-2-(((S)-1-methylpyrrolidin-2-yl)methoxy)-5,6,7,8-tetrahydropyrido[3,4-d]pyrimidine